(1s,4s)-1-Methyl-4-((2-((2-(3-methyl-1-(2,2,2-trifluoroethyl)-1H-pyrazol-4-yl)pyrimidin-4-yl)amino)-5-(1-(trifluoromethyl)-1H-pyrazol-3-yl)pyridin-4-yl)amino)cyclohexan-1-ol CC1(CCC(CC1)NC1=CC(=NC=C1C1=NN(C=C1)C(F)(F)F)NC1=NC(=NC=C1)C=1C(=NN(C1)CC(F)(F)F)C)O